N1N=C(C=C1)CC=1SC2=C(N(C=3C(N(N=CC32)CC=3N=C(NC3)N)=O)C)N1 2-((1H-pyrazol-3-yl)methyl)-6-((2-amino-1H-imidazol-4-yl)methyl)-4-methyl-4H-thiazolo[5',4':4,5]pyrrolo[2,3-d]pyridazin-5(6H)-one